2-methyl-3-(p-methylphenyl)quinoxaline CC1=NC2=CC=CC=C2N=C1C1=CC=C(C=C1)C